1'-(2-fluoro-4-nitrophenyl)-[4,4'-bipiperidine]-1-carboxylic acid tert-butyl ester C(C)(C)(C)OC(=O)N1CCC(CC1)C1CCN(CC1)C1=C(C=C(C=C1)[N+](=O)[O-])F